C(CCCC)OC(CC)=O Pentylpropanoat